BrC1=C(N=CN1CCN1CC2(COC2)CC1)C1=CC=C(C=C1)F 2-[5-bromo-4-(4-fluorophenyl)-1H-imidazol-1-yl]-1-{2-oxa-6-azaspiro[3.4]Oct-6-yl}ethane